N-(3-cyano-4,5,6,7-tetrahydrobenzo[b]thiophen-2-yl)-3-((2-(pyridin-3-yl)ethyl)amino)propanamide C(#N)C=1C2=C(SC1NC(CCNCCC=1C=NC=CC1)=O)CCCC2